FC(C1=CC=C2C=CC(=CC2=C1)C(=O)OC1=C(C(=C(C(=C1F)F)F)F)F)(P(=O)(OCCSC(C(C)(C)C)=O)O)F perfluorophenyl 7-(difluoro(hydroxy(2-(pivaloylthio)ethoxy)phosphoryl)methyl)-2-naphthoate